ClC1=CN(C=2N=C(C=C(C21)NC2CC2)Cl)COCC[Si](C)(C)C 3,6-dichloro-N-cyclopropyl-1-((2-(trimethylsilyl)ethoxy)methyl)-1H-pyrrolo[2,3-b]pyridin-4-amine